FC(C1=CC=C2CCC(=CC2=C1)C(=O)OC)(F)F Methyl 7-(trifluoromethyl)-3,4-dihydronaphthalene-2-carboxylate